4-(3-(4-(cyclopentyl(hydroxy)(phenyl)methyl)piperidin-1-yl)propoxy)benzonitrile C1(CCCC1)C(C1CCN(CC1)CCCOC1=CC=C(C#N)C=C1)(C1=CC=CC=C1)O